C(C)(=O)N1CC(C1)CN1N=CC(=C1)C=1C=C2C3(C(N(CC2=CN1)C1=C(C(=CC(=C1F)OC)OC)F)=O)CC3 6'-(1-((1-acetylazetidin-3-yl)methyl)-1H-pyrazol-4-yl)-2'-(2,6-difluoro-3,5-dimethoxyphenyl)-1'H-spiro[cyclopropane-1,4'-[2,7]naphthyridin]-3'(2'H)-one